1-(4-fluorophenyl)-5-hydroxy-3-methyl-1H-pyrazol-4-formaldehyde FC1=CC=C(C=C1)N1N=C(C(=C1O)C=O)C